C(=O)(OCC1C2=CC=CC=C2C2=CC=CC=C12)NCCOC(CCCCCCCCCC)OCCC(=O)O O-(N-Fmoc-2-aminoethyl)-O'-(2-carboxyethyl)-undecanediol